[OH-].[Nd+3].[OH-].[OH-] neodymium(III) hydroxide